C(C1=CC=CC=C1)N1N=CC(=C1)C1OCCC(=C1)B1OC(C(O1)(C)C)(C)C 1-benzyl-4-(4-(4,4,5,5-tetramethyl-1,3,2-dioxaborolan-2-yl)-5,6-dihydro-2H-pyran-2-yl)-1H-pyrazole